C(C)C1=C(C=CC(=C1)F)NC1=C(C(=O)O)C=C(C=C1)F 2-((2-ethyl-4-fluorophenyl)-amino)-5-fluorobenzoic acid